4-(4-(azetidin-3-ylamino)-6-chloro-8-fluoro-2-(((S)-1-methylpyrrolidin-2-yl)methoxy)quinazolin-7-yl)-7-fluorobenzo[D]thiazol-2-amine N1CC(C1)NC1=NC(=NC2=C(C(=C(C=C12)Cl)C1=CC=C(C2=C1N=C(S2)N)F)F)OC[C@H]2N(CCC2)C